hexamethylenebis(3-methyl-6-t-butylphenol) CC=1C(=C(C(=CC1)C(C)(C)C)O)CCCCCCC1=C(C(=CC=C1C)C(C)(C)C)O